O=C1NC(CCC1NC1=CC(=C(C=C1)N1[C@H](CC(C[C@H]1C)(O)CC(=O)O)C)F)=O 2-[(2s,6r)-1-[4-[(2,6-dioxo-3-piperidyl)amino]-2-fluoro-phenyl]-4-hydroxy-2,6-dimethyl-4-piperidyl]acetic acid